C(C)(C)(C)OC(C[C@H](C(=O)O)CC1=C(C=CC=C1)F)=O (R)-4-(tert-butoxy)-2-(2-fluorobenzyl)-4-oxobutanoic acid